(Z)-1-(2,5-Difluorophenyl)-3-(dimethylamino)-2-methylprop-2-en-1-one FC1=C(C=C(C=C1)F)C(\C(=C/N(C)C)\C)=O